[2-(2-trifluoromethylbenzoyl)-2,3,4,9-tetrahydro-1H-β-carbolin-9-yl]-acetic acid methyl ester COC(CN1C2=CC=CC=C2C=2CCN(CC12)C(C1=C(C=CC=C1)C(F)(F)F)=O)=O